C(C)(C)(C)C1=CC=C(C=C1)C(CCCN1CCC(CC1)C(C1=CC=CC=C1)(C1=CC=CC=C1)O)O 1-(4-tert-butylphenyl)-4-[4-[hydroxy(diphenyl)methyl]piperidin-1-yl]butan-1-ol